COC(C1=C(C=CC=C1)OC1=C(N=C2N1C=C(N=C2SC2=CC=CC=C2)C2=CC=CC=C2)CC=2OC=CC2)=O ((2-(furan-2-ylmethyl)-6-phenyl-8-(phenylsulfanyl)imidazo[1,2-a]pyrazin-3-yl)oxy)benzoic acid methyl ester